ethyl 2,3,6,6-tetramethyl-2-cyclohexenecarboxylate CC=1C(C(CCC1C)(C)C)C(=O)OCC